OC[C@H]1O[C@H](CN(C1)C1=C2C=CC=NC2=C(C=C1)C#N)C 5-((2s,6s)-2-(hydroxymethyl)-6-methylmorpholino)quinoline-8-carbonitrile